6-(3-amino-5-fluoro-6-(4-(4-isopropylpiperazin-1-yl)phenyl)pyrazin-2-yl)-3-((methylamino)methyl)-3,4-dihydroisoquinolin-1(2H)-one NC=1C(=NC(=C(N1)F)C1=CC=C(C=C1)N1CCN(CC1)C(C)C)C=1C=C2CC(NC(C2=CC1)=O)CNC